tert-butyl (4-cyanobenzyl)carbamate C(#N)C1=CC=C(CNC(OC(C)(C)C)=O)C=C1